BrC1=NC=CC=C1CC1(CCN(CC1)C(=O)OC(C)(C)C)C(=O)OCC 1-tert-butyl 4-ethyl 4-((2-bromopyridin-3-yl)methyl)piperidine-1,4-dicarboxylate